[C-]#N.C(CCC)[NH+]1CC(CC1)C 1-butyl-3-methylpyrrolidinium cyanide